S1C(=NC2=C1C=CC=C2)C(=O)NN benzo[d]thiazole-2-carboxylic acid hydrazide